Cl.FC=1C=C(C=CC1)C1=NOC(=N1)N(C)C1OCCC1 [3-(3-fluorophenyl)-1,2,4-oxadiazol-5-yl]Tetrahydrofuran-2-yl-methylamine hydrochloride